2-bromo-10,10-difluoro-5-oxo-12-oxa-3-thia-6-azatricyclo[6.4.1.04,13]Tridec-1,4(13),7-triene-7-carbaldehyde BrC1=C2OCC(CC3=C(NC(C(S1)=C23)=O)C=O)(F)F